1-[[[4-amino-8-(trans-4-aminocyclohexoxy)-5,5-dimethyl-6H-benzo[h]quinazolin-7-yl]-methyl-amino]methyl]cyclopropanecarbonitrile NC1=NC=NC=2C3=C(CC(C12)(C)C)C(=C(C=C3)O[C@@H]3CC[C@H](CC3)N)N(C)CC3(CC3)C#N